N-(4-(4-amino-5-(3-cyano-4-((4-methylpyrimidin-2-yl)oxy)phenyl)-7-methyl-7H-pyrrolo[2,3-d]pyrimidin-6-yl)phenyl)methacrylamide NC=1C2=C(N=CN1)N(C(=C2C2=CC(=C(C=C2)OC2=NC=CC(=N2)C)C#N)C2=CC=C(C=C2)NC(C(=C)C)=O)C